4-(5-bromothiophen-2-yl)-5,6-difluoro-2-(2-hexyldecyl)-7-(5-(2-hexyldecyl)-[2,2-bithiophene]-5-yl)-2H-benzo[d][1,2,3]triazole BrC1=CC=C(S1)C1=C(C(=C(C2=NN(N=C21)CC(CCCCCCCC)CCCCCC)C2(CC=C(S2)C=2SC=CC2)CC(CCCCCCCC)CCCCCC)F)F